5,6,7,8-tetrahydro-4H-thiazolo[4,5-d]Azepine S1C=NC=2CCNCCC21